(7,7-diphenyl-7H-benzo[c]fluoren-10-yl)-4,4,5,5-tetramethyl-1,3,2-dioxaborolane C1(=CC=CC=C1)C1(C=2C=CC(=CC2C=2C3=C(C=CC12)C=CC=C3)B3OC(C(O3)(C)C)(C)C)C3=CC=CC=C3